ClC1=CC(=C(C=C1C(F)(F)F)NS(=O)(=O)C=1C=C(C(=O)O)C=CC1C1CC1)C1NCCCC1 3-(N-(4-chloro-2-(piperidin-2-yl)-5-(trifluoromethyl)phenyl)sulfamoyl)-4-cyclopropylbenzoic acid